(8R,9aS)-3-(azidomethyl)-8-(2,3-dichloro-6-methoxyphenyl)-hexahydro-1H-pyrido[2,1-c][1,4]oxazin-4-one N(=[N+]=[N-])CC1C(N2[C@H](CO1)C[C@@H](CC2)C2=C(C(=CC=C2OC)Cl)Cl)=O